(Z)-1-(3-(2-((benzo[d]oxazol-2-ylmethoxy)methyl)-5-methylphenyl)-4-oxothiazolidin-2-ylidene)-3-(2-fluoro-4-(1-(4-(trifluoromethoxy)phenyl)-1H-1,2,4-triazol-3-yl)phenyl)urea O1C(=NC2=C1C=CC=C2)COCC2=C(C=C(C=C2)C)N2/C(/SCC2=O)=N/C(=O)NC2=C(C=C(C=C2)C2=NN(C=N2)C2=CC=C(C=C2)OC(F)(F)F)F